tert-butyl 4-(4-fluoro-N-methyl-anilino)piperidine-1-carboxylate FC1=CC=C(N(C)C2CCN(CC2)C(=O)OC(C)(C)C)C=C1